butylene dicaprate O(C(=O)CCCCCCCCC)CCCCOC(=O)CCCCCCCCC